ClC=1C=C(C=C(C1)Cl)C1N(CC(CC1)C)C(C(=O)NC=1C=C(C(=NC1)NC(OC(C)(C)C)=O)C)=O tert-butyl N-[5-[[2-[2-(3,5-Dichlorophenyl)-5-methyl-1-piperidyl]-2-oxo-acetyl]amino]-3-methyl-2-pyridyl]carbamate